IC1=CN=C2N1C=CC(=C2)OC(C)C 3-iodo-7-isopropoxylimidazo[1,2-a]pyridine